tert-butyl 5-(4-piperidyloxy)-2-azabicyclo[2.2.1]heptane-2-carboxylate N1CCC(CC1)OC1C2CN(C(C1)C2)C(=O)OC(C)(C)C